FC1=C(C=C(C(=C1[N+](=O)[O-])F)[N+](=O)[O-])[N+](=O)[O-] 2,4-difluoro-1,3,5-trinitrobenzene